(1S,2S,4S)-2-norbornene [C@H]12C=C[C@@H](CC1)C2